CS(=O)(=O)OC(CCC(C)C)[C@@H](C)[C@H]1CC[C@H]2[C@@H]3CCC4CCCC[C@]4(C)[C@H]3CC[C@]12C 22-methanesulfonyloxycholestane